lithium 4,4'-(sulfinylbis(methylene))bis(2-(6-(1H-imidazol-1-yl)pyridazine-3-carboxamido)-5-fluorobenzoate) S(=O)(CC1=CC(=C(C(=O)[O-])C=C1F)NC(=O)C=1N=NC(=CC1)N1C=NC=C1)CC1=CC(=C(C(=O)[O-])C=C1F)NC(=O)C=1N=NC(=CC1)N1C=NC=C1.[Li+].[Li+]